3-[5-[3-(3-Aminopropoxy)propyl]-3-methyl-2-oxo-2,3-dihydro-1H-1,3-benzodiazol-1-yl]piperidine-2,6-dione hydrochloride Cl.NCCCOCCCC1=CC2=C(N(C(N2C)=O)C2C(NC(CC2)=O)=O)C=C1